4-[5-(2-aminoethyl)pyridin-2-yl]-3-[5-(3-fluorophenyl)-2-methylpyrazol-3-yl]oxybenzonitrile NCCC=1C=CC(=NC1)C1=C(C=C(C#N)C=C1)OC=1N(N=C(C1)C1=CC(=CC=C1)F)C